NC=1C2=C(N=CN1)N(C=C2C2=CC=C(C=1C2=NON1)NC(=O)NC1=CC(=NO1)C1(CC1)C(F)(F)F)C1CC1 1-(7-(4-AMINO-7-CYCLOPROPYL-7H-PYRROLO[2,3-D]PYRIMIDIN-5-YL)BENZO[C][1,2,5]OXADIAZOL-4-YL)-3-(3-(1-(TRIFLUOROMETHYL)CYCLOPROPYL)ISOXAZOL-5-YL)UREA